C1(CC1)C1=NC=NC(=C1C=1N=C(C2=C(N1)CCN(C2)C#N)NCC2=CC=C(C=C2)C=2N(C=C(N2)C(F)(F)F)C)OC 2-(4-cyclopropyl-6-methoxypyrimidin-5-yl)-4-((4-(1-methyl-4-(trifluoromethyl)-1H-imidazol-2-yl)benzyl)amino)-7,8-dihydropyrido[4,3-d]pyrimidine-6(5H)-carbonitrile